trans-3-methyl-5-((2-methyl-1,1-dioxidotetrahydro-2H-thiopyran-3-yl)amino)-8-(4-(trifluoromethyl)phenyl)pyrido[4,3-d]pyrimidin-4(3H)-one CN1C=NC2=C(C1=O)C(=NC=C2C2=CC=C(C=C2)C(F)(F)F)N[C@H]2[C@@H](S(CCC2)(=O)=O)C